ClC=1C(=NC(=NC1)NC1CCOCC1)C=1C=C2N(C(N(C2)[C@H](CO)C2=CC(=CC=C2)Cl)=O)C1 (S)-6-(5-chloro-2-((tetrahydro-2H-pyran-4-yl)amino)pyrimidin-4-yl)-2-(1-(3-chlorophenyl)-2-hydroxyethyl)-1H-pyrrolo[1,2-c]imidazol-3(2H)-one